sodium ((2S,3S,4S,5S)-2,3,4,5-tetrahydroxyhexyl)glycinate O[C@@H](CNCC(=O)[O-])[C@@H]([C@H]([C@H](C)O)O)O.[Na+]